methoxy ethylglycidyl ether C(C)C(C1CO1)OOC